CC1=C(C=C(C(=C1)[N+](=O)[O-])Cl)[N+](=O)[O-] methyl-5-chloro-1,4-dinitrobenzene